C(C1=CC=CC=C1)N1CC(C(C1)OCC1=CC=CC=C1)(C(=O)OCC)C(F)(F)F ethyl 1-benzyl-4-benzyloxy-3-(trifluoromethyl)pyrrolidine-3-carboxylate